FC1=C2CCCN(C2=CC=C1)C(=O)C=1C=CC=2N(C1)C(=CN2)C=2C=CC(=NC2)NC(OC)=O methyl N-[5-[6-(5-fluoro-3,4-dihydro-2H-quinoline-1-carbonyl)imidazo[1,2-a]pyridin-3-yl]-2-pyridyl]carbamate